(R)-methoxy(trifluoromethyl)phenylacetic acid CO[C@@](C(=O)O)(C1=CC=CC=C1)C(F)(F)F